tert-butyl (2R,5S)-5-[2-(4-chloro-3-fluorophenoxy)acetamido]-2-({[4-(trifluoromethyl)phenyl]methyl} carbamoyl)piperidine-1-carboxylate ClC1=C(C=C(OCC(=O)N[C@H]2CC[C@@H](N(C2)C(=O)OC(C)(C)C)C(NCC2=CC=C(C=C2)C(F)(F)F)=O)C=C1)F